4-(2-((3-(1H-Imidazol-1-yl)benzyl)((1-methyl-1H-indazol-5-yl)methyl)amino)ethyl)aniline N1(C=NC=C1)C=1C=C(CN(CCC2=CC=C(N)C=C2)CC=2C=C3C=NN(C3=CC2)C)C=CC1